dithiophene glycolate C(CO)(=O)O.S1C=CC=C1.S1C=CC=C1